CC1=C(C(=CC(=C1)CC1=C(C=CC=C1)C)C)C1=C(C(=CC=C1OC)OC)P(C(C)(C)C)C1=C(C=CC=C1)OC [2',6'-dimethyl-4'-[(2-methylphenyl)methyl]-3,6-dimethoxy-biphenyl-2-yl]-(2-methoxyphenyl)-tert-butylphosphine